OC=1C(=C2C(N(C=NC2=CC1)[C@H]1COC2(C1)CCN(CC2)C(=O)OC(C)(C)C)=O)[N+](=O)[O-] tert-butyl (3R)-3-(6-hydroxy-5-nitro-4-oxo-quinazolin-3-yl)-1-oxa-8-azaspiro[4.5]decane-8-carboxylate